5,6'-diaminobiphenyl NC=1C=CC=C(C1)C1=CC=CC=C1N